COC(CCP(=O)(OCOC)O)OCC 1-methoxy-1-ethoxy-3-(methoxymethylphosphono)propane